(2,3-Dihydrothieno[3,4-b]furan-6-yl)methanol O1C=2C(CC1)=CSC2CO